FC(C1=NC=CC=C1C(=O)NC1=C2C(CC(C2=CC=C1)(C)C)CC)F 2-(difluoromethyl)-N-[3-ethyl-1,1-dimethyl-2,3-dihydro-1H-inden-4-yl]pyridine-3-carboXamide